N-(2,4-dimethylphenyl)-2-(isopropylamino)acetamide CC1=C(C=CC(=C1)C)NC(CNC(C)C)=O